tert-butyl N-{3-[(1r,3r)-3-(cyanomethyl)-1-[(4-methyl-5-sulfanyl-1,2,4-triazol-3-yl)methyl]cyclobutyl]phenyl}carbamate C(#N)CC1CC(C1)(CC1=NN=C(N1C)S)C=1C=C(C=CC1)NC(OC(C)(C)C)=O